DIMETHYL 2-ISOCYANOTEREPHTHALATE [N+](#[C-])C1=C(C(=O)OC)C=CC(=C1)C(=O)OC